N'-(5-difluoromethyl-2-methyl-4-(3-trimethylsilyl-propoxy)-phenyl)-N-ethyl-N-methyl-formamidine FC(C=1C(=CC(=C(C1)N=CN(C)CC)C)OCCC[Si](C)(C)C)F